NC1=NC2=C(C(=C(C=C2C(=N1)N1CCN(CC1)C(C=C)=O)Cl)C1=CC(=CC2=CC=CC=C12)O)F 1-(4-(2-amino-6-chloro-8-fluoro-7-(3-hydroxy-naphthalen-1-yl)quinazolin-4-yl)piperazin-1-yl)prop-2-en-1-one